N-((7-(5-(difluoromethyl)-1,3,4-oxadiazol-2-yl)imidazo[1,2-a]pyridin-2-yl)methyl)-N-(3-fluorophenyl)-4-(oxetan-3-yl)piperazine-1-carboxamide FC(C1=NN=C(O1)C1=CC=2N(C=C1)C=C(N2)CN(C(=O)N2CCN(CC2)C2COC2)C2=CC(=CC=C2)F)F